1-[2,4-Dihydroxy-6-[(2S,3R,4S,5S,6R)-3,4,5-trihydroxy-6-(hydroxymethyl)oxan-2-yl]oxyphenyl]-3-(4-hydroxy-phenyl)propan-1-one OC1=C(C(=CC(=C1)O)O[C@@H]1O[C@@H]([C@H]([C@@H]([C@H]1O)O)O)CO)C(CCC1=CC=C(C=C1)O)=O